NC1=C2N=CN(C2=NC=N1)C(C(C)O)CCCC1=C(C=CC=C1)C 3-(6-Amino-purin-9-yl)-6-o-tolyl-hexan-2-ol